C(C)N(C(COC)=O)CC N,N-diethyl-3-oxabutanamide